octyl (S)-5-fluoro-3-((R)-5-isopropyl-3-(isoquinolin-1-yl)-4,5-dihydroisoxazole-5-carboxamido)-4-oxopentanoate FCC([C@H](CC(=O)OCCCCCCCC)NC(=O)[C@@]1(CC(=NO1)C1=NC=CC2=CC=CC=C12)C(C)C)=O